FC1=C(C=CC(=C1)OCCN1CC(C1)CF)[C@H]1N([C@@H](CC2=C1NC1=CC=CC=C21)C)S(=O)(=O)C (1R,3R)-1-[2-fluoro-4-[2-[3-(fluoromethyl)azetidin-1-yl]ethoxy]phenyl]-3-methyl-2-methylsulfonyl-1,3,4,9-tetrahydropyrido[3,4-b]indole